chloro-5-(trifluoromethyl)nicotinic acid methyl ester COC(C1=C(N=CC(=C1)C(F)(F)F)Cl)=O